C(C(C)C)OC=1N=CC(=NC1)C1=NSC(=N1)NC1=NC=CC=C1N(C)C N2-(3-(5-isobutoxypyrazin-2-yl)-1,2,4-thiadiazol-5-yl)-N3,N3-dimethylpyridine-2,3-diamine